8-[(3,5-difluoroanilino)methyl]-6-ethoxy-2-morpholino-chromen-4-one FC=1C=C(NCC=2C=C(C=C3C(C=C(OC23)N2CCOCC2)=O)OCC)C=C(C1)F